ClC1=C(C(=CC=C1)Cl)N1CC(C1)C=1C=C2CCC(C2=CC1)N1CC(CC1)C(=O)O (5-(1-(2,6-dichlorophenyl)azetidin-3-yl)-2,3-dihydro-1H-inden-1-yl)pyrrolidine-3-carboxylic acid